FC(C=1C=C(C=CC1)NC=1SC=C(N1)C1=CC=CC=C1)(F)F 2-(3-trifluoromethylphenylamino)-4-phenylthiazole